3-(3,5-dichlorophenyl)-3-(2-(3-guanidinobenzamido)acetamido)propanoic acid ClC=1C=C(C=C(C1)Cl)C(CC(=O)O)NC(CNC(C1=CC(=CC=C1)NC(=N)N)=O)=O